(R)-(7-Methyl-6-(methylamino)-1H-imidazo[4,5-b]pyridin-2-yl)(5-methyl-7,8-dihydro-1,6-naphthyridin-6(5H)-yl)methanone CC1=C2C(=NC=C1NC)N=C(N2)C(=O)N2[C@@H](C=1C=CC=NC1CC2)C